C1N(CC12COCCC2)CCCOC=2C(=C(C=CC2)C2=C(C(=CC=C2)C=2SC=1CN(CCC1N2)C(=O)OC(C)(C)C)C)C tert-butyl 2-(3'-(3-(6-oxa-2-azaspiro[3.5]non-2-yl) propoxy)-2,2'-dimethyl-[1,1'-biphenyl]-3-yl)-6,7-dihydrothiazolo[5,4-c]pyridine-5(4H)-carboxylate